Tert-butyl ((4-(6,7-dimethoxyquinazolin-4-yl)-1,4-diazepan-1-yl)sulfonyl)carbamate COC=1C=C2C(=NC=NC2=CC1OC)N1CCN(CCC1)S(=O)(=O)NC(OC(C)(C)C)=O